[Si](C)(C)(C(C)(C)C)O[C@@H]1[C@H](CCC1)C1=CC(=NC=C1)C1=CN=C2N1N=C(C=C2)Cl 3-(4-((1R,2S)-2-((tert-butyldimethylsilyl)oxy)cyclopentyl)pyridin-2-yl)-6-chloroimidazo[1,2-b]pyridazine